C(#N)C1=C(C=CC(=C1)C(F)(F)F)S(=O)(=O)N1C[C@@H]([C@@](C1)(CO)O)OC1=CC(=C(C#N)C=C1)OC(F)(F)F 4-(((3S,4R)-1-((2-cyano-4-(trifluoromethyl)phenyl)sulfonyl)-4-hydroxy-4-(hydroxymethyl)pyrrolidin-3-yl)oxy)-2-(trifluoromethoxy)benzonitrile